5-phenylthiobenzimidazole C1(=CC=CC=C1)SC1=CC2=C(N=CN2)C=C1